C(C)(C)(C)OC(N[C@H](C(=O)NC1=CC=C(C=C1)CO)C)=O (S)-(1-((4-(hydroxymethyl)-phenyl)amino)-1-oxopropan-2-yl)carbamic acid tert-butyl ester